trans-tert-Butyl 3-hydroxy-6-azabicyclo[3.1.1]heptane-6-carboxylate OC1CC2N(C(C1)C2)C(=O)OC(C)(C)C